NC1=NC=2C=C(C=CC2C2=C1N=C(N2CC2(COC(OC2)(C)C)C)CCCC)CCCN2CCN(CC2)C(=O)OC(C)(C)C tert-butyl 4-(3-{4-amino-2-butyl-1-[(2,2,5-trimethyl-1,3-dioxan-5-yl)methyl]-1H-imidazo[4,5-c]quinoline-7-yl}propyl)piperazine-1-carboxylate